FC1=CC=C(C=C1)NC(=O)C1(CC1)C(=O)NC1=CC=C(C=C1)OC1=CC=NC2=CC(=C(C=C12)C(NC)=O)OC 1-N'-(4-Fluorophenyl)-1-N-[4-[7-methoxy-6-(methylcarbamoyl)chinolin-4-yl]oxyphenyl]cyclopropan-1,1-dicarboxamid